O(C1=CC=CC=C1)C1=CC=C2C(=C(C=NC2=C1)C=O)C=1C=NC(=NC1)C(F)(F)F 7-Phenoxy-4-(2-(trifluoromethyl)pyrimidin-5-yl)quinoline-3-carbaldehyde